1-((2R,3R,4R,5R)-5-(((tert-butyldimethylsilyl)oxy)methyl)-3-fluoro-4-((2-sulfido-1,3,2-dithiaphospholan-2-yl)oxy)tetrahydrofuran-2-yl)pyrimidine-2,4(1H,3H)-dione [Si](C)(C)(C(C)(C)C)OC[C@@H]1[C@H]([C@H]([C@@H](O1)N1C(NC(C=C1)=O)=O)F)OP1(SCCS1)=S